(+)-trans-(4-pyridyl)-4-(1-aminoethyl)-cyclohexanecarboxamide dihydrochloride monohydrate O.Cl.Cl.N1=CC=C(C=C1)C1(CCC(CC1)C(C)N)C(=O)N